2-(4-fluorobenzyl)oxazole FC1=CC=C(CC=2OC=CN2)C=C1